N-(3-fluoro-5-(methylsulfonamido)phenyl)-4-(pyridin-2-yl)thiophene-2-carboxamide FC=1C=C(C=C(C1)NS(=O)(=O)C)NC(=O)C=1SC=C(C1)C1=NC=CC=C1